O=C1N(CCC(N1)=O)N1C(C2=CC=C(C=C2C1=O)CI)=O 2-(2,4-dioxotetrahydropyrimidin-1(2H)-yl)-5-(iodomethyl)isoindoline-1,3-dione